C(NC(=O)N)O The molecule is a member of the class of ureas that is urea in which one of the amino hydrogens is replaced by a hydroxymethyl group.